N-(8-fluoro-2-methyl-imidazo[1,2-a]pyridin-6-yl)-6-[(3S)-3-piperidinyl]thieno[2,3-b]pyridine-2-carboxamide FC=1C=2N(C=C(C1)NC(=O)C1=CC=3C(=NC(=CC3)[C@@H]3CNCCC3)S1)C=C(N2)C